5-amino-1-tert-butyl-N-[3-(7-{[1-(2-hydroxy-3-methoxypropyl)piperidin-4-yl]amino}-3-(2,2,2-trifluoroethyl)pyrazolo[1,5-a]pyridin-2-yl)prop-2-yn-1-yl]-1H-pyrazole-4-carboxamide NC1=C(C=NN1C(C)(C)C)C(=O)NCC#CC1=NN2C(C=CC=C2NC2CCN(CC2)CC(COC)O)=C1CC(F)(F)F